maleic acid 1-glycidyl ester C(C1CO1)OC(\C=C/C(=O)O)=O